C(=O)(O)[C@@H](CC1=CC=C(C=C1)OCC(F)(F)F)N1CCN(CCN(CCN(CC1)CC(=O)[O-])CC(=O)[O-])CC(=O)[O-].[Gd+3] gadolinium 2,2',2''-(10-{(1R)-1-carboxy-2-[4-(2,2,2-trifluoroethoxy)phenyl]ethyl}-1,4,7,10-tetraazacyclododecane-1,4,7-triyl)triacetate